FC(C=1C(=C(C=CC1)[C@@H](C)NC(=O)C1=CNC(C=C1NC1[C@@H]2CN(C[C@H]1C2)C)=O)F)F N-((R)-1-(3-(difluoromethyl)-2-fluorophenyl)ethyl)-4-(((1R,5S,6s)-3-methyl-3-azabicyclo[3.1.1]heptan-6-yl)amino)-6-oxo-1,6-dihydropyridine-3-carboxamide